(S)-N-((R)-(3-chloro-2,4-difluorophenyl)(trans-3-(trifluoromethyl)cyclobutyl)-methyl)-2-oxoimidazolidine-4-carboxamide ClC=1C(=C(C=CC1F)[C@H](NC(=O)[C@H]1NC(NC1)=O)[C@@H]1C[C@H](C1)C(F)(F)F)F